(2-chloro-4-cyanophenyl)isoindoline-2-carbonitrile ClC1=C(C=CC(=C1)C#N)C1N(CC2=CC=CC=C12)C#N